O=C1C=C(N=CN1C[C@H]1CCN(CC12CCCC2)C(=O)N2[C@@H](C[C@@H](CC2)NC(OC(C)(C)C)=O)C2=CC=CC=C2)C2=CC=CC=C2 tert-Butyl ((2S,4R)-((S)-10-((6-oxo-4-phenylpyrimidin-1(6H)-yl) methyl)-7-azaspiro[4.5]decane-7-carbonyl)-2-phenylpiperidin-4-yl)carbamate